(Ra)-6-(1-((R) or (S)-1-([1,1'-biphenyl]-4-yl)ethyl-1,2,2,2-d4)-1H-indazole-7-carboxamido)spiro[3.3]heptane-2-carboxylic acid C1(=CC=C(C=C1)[C@](C([2H])([2H])[2H])([2H])N1N=CC2=CC=CC(=C12)C(=O)NC1CC2(CC(C2)C(=O)O)C1)C1=CC=CC=C1 |o1:6|